C(C)OC(=O)C=1CN=C(N(C1)CN1CC=2C(CC1)(C(NN2)=O)F)C=2SC=CN2 ((3a-fluoro-3-oxo-2,3,3a,4,5,7-hexahydro-6H-pyrazolo[3,4-c]pyridin-6-yl)methyl)-2-(thiazol-2-yl)-1,4-dihydropyrimidine-5-carboxylic acid ethyl ester